C(C)(C)(C)OC(=O)N1CSC2=C(C1)C=CC=C2C2=CC(=C(C=C2)C(=O)OC)N2CCOCC2 8-(4-Methoxycarbonyl-3-morpholin-4-ylphenyl)-2,4-dihydro-1,3-benzothiazine-3-carboxylic acid tert-butyl ester